4-(2-(2,4-difluorophenoxy)-5-(ethylsulfonylamino)phenyl)-2-methyl-6-propoxypyridine FC1=C(OC2=C(C=C(C=C2)NS(=O)(=O)CC)C2=CC(=NC(=C2)OCCC)C)C=CC(=C1)F